ClC1=C(C(=CC=C1)Cl)NC(=O)C=1C(=NC(=NC1)SC)OCC(F)F N-(2,6-dichlorophenyl)-4-(2,2-difluoroethoxy)-2-(methylsulfanyl)pyrimidine-5-carboxamide